tert-butyl 3-((1-(2,6-dioxopiperidin-3-yl)-3-methyl-2-oxo-2,3-dihydro-1H-benzo[d]imidazol-5-yl)oxy)azetidine-1-carboxylate O=C1NC(CCC1N1C(N(C2=C1C=CC(=C2)OC2CN(C2)C(=O)OC(C)(C)C)C)=O)=O